p-methoxyphenyl-thiophene sulfonium salt [SH3+].COC1=CC=C(C=C1)C=1SC=CC1